Propenyl-tributyl-phosphorus chloride C(=CC)P(CCCC)(CCCC)(CCCC)Cl